(E)-4-chloro-N-(2,6-difluoro-4-(8-(2-methyl-1-oxo-6-(trifluoromethyl)-1,2,3,4-tetrahydroisoquinolin-7-yl)indolizine-3-carbonyl)phenyl)but-2-enamide ClC/C=C/C(=O)NC1=C(C=C(C=C1F)C(=O)C1=CC=C2C(=CC=CN12)C1=C(C=C2CCN(C(C2=C1)=O)C)C(F)(F)F)F